4-(2-(((3R,4R)-1-(cyclopropylsulfonyl)-3-hydroxypiperidin-4-yl)amino)-5-fluoropyrrolo[2,1-f][1,2,4]triazin-7-yl)-3-fluorobenzonitrile C1(CC1)S(=O)(=O)N1C[C@H]([C@@H](CC1)NC1=NN2C(C=N1)=C(C=C2C2=C(C=C(C#N)C=C2)F)F)O